2-(2-chloro-3-fluorophenyl)-N-[2-(4-fluoroanilino)pyridin-4-yl]acetamide ClC1=C(C=CC=C1F)CC(=O)NC1=CC(=NC=C1)NC1=CC=C(C=C1)F